COC1=CC(=C2C=NN(C2=C1)C1OCCCC1)C=1N=NN(C1)CC=1N=NC(=CC1)N1CC(CCC1)N1CCC(CC1)C 6-methoxy-4-(1-((6-(4-methyl-[1,3'-bipiperidin]-1'-yl)pyridazin-3-yl)methyl)-1H-1,2,3-triazol-4-yl)-1-(tetrahydro-2H-pyran-2-yl)-1H-indazole